9,10-bis(isopropoxycarbonylheptadecyleneoxy)anthracene C(C)(C)OC(=O)CCCCCCCCCCCCCCCCCOC=1C2=CC=CC=C2C(=C2C=CC=CC12)OCCCCCCCCCCCCCCCCCC(=O)OC(C)C